OC1=C(C=CC(=C1)C(F)(F)F)C1=C(C2=C(N=N1)N(CCC2)[C@H]2CN(CCC2)CC(=O)N2CCC1(CC(C1)O)CC2)C 2-[(3R)-3-{3-[2-hydroxy-4-(trifluoromethyl)phenyl]-4-methyl-5H,6H,7H-pyrido[2,3-c]pyridazin-8-yl}piperidin-1-yl]-1-{2-hydroxy-7-azaspiro[3.5]nonan-7-yl}ethanone